N1=C(C=CC=C1)SSC(CCC(=O)[O-])C 4-(2-pyridyldithio)-pentanoate